C(#N)CC(=O)NC=1C(=NC(=CC1)C#N)C(=O)OCC ethyl 3-(2-cyanoacetamido)-6-cyanopicolinate